4,5,7-trichloro-8-fluoro-2-(methylsulfanyl)pyrido[4,3-d]pyrimidine ClC=1C2=C(N=C(N1)SC)C(=C(N=C2Cl)Cl)F